(R)-5-bromo-N-(1,1,1-trifluorobutan-2-yl)-4-(trifluoromethyl)pyridin-2-amine BrC=1C(=CC(=NC1)N[C@@H](C(F)(F)F)CC)C(F)(F)F